1-[2-(6-fluoro-1-benzofuran-5-yl)-3-(pyridin-4-yl)-6,7-dihydropyrazolo[1,5-a]pyrazin-5(4H)-yl]prop-2-en-1-one FC1=CC2=C(C=CO2)C=C1C1=NN2C(CN(CC2)C(C=C)=O)=C1C1=CC=NC=C1